C1(CCC1)COC=1C=CC(=NC1)NC(C(C)N1C[C@@H](C(CC1)(F)F)C1=CNC(C=C1)=O)=O N-(5-(cyclobutyl-methoxy)pyridin-2-yl)-2-((S)-4,4-difluoro-3-(6-oxo-1,6-dihydropyridin-3-yl)piperidin-1-yl)propanamide